O(C(=O)CCCCCCCCC)CCCCCCCC octyl caprate